O=C1N(CC2=CC(=CC=C12)C(=O)N1CC2(COC2)C1)C1C(NC(CC1)=O)=O 3-(1-oxo-5-(2-oxa-6-azaspiro[3.3]heptane-6-carbonyl)isoindolin-2-yl)piperidine-2,6-dione